N-(1-naphthyl)-N-phenylamine C1(=CC=CC2=CC=CC=C12)NC1=CC=CC=C1